ClC=1C=NN2C1N=C(NC1=C2C=C(C=C1)N1CCOCCC1)C1=C(C=CC=C1F)F 4-[3-chloro-5-(2,6-difluorophenyl)-6H-pyrazolo[1,5-a][1,3,5]benzotriazepin-9-yl]-1,4-oxazepane